tert-Butyl (S)-2-(azidomethyl)pyrrolidine-1-carboxylate N(=[N+]=[N-])C[C@H]1N(CCC1)C(=O)OC(C)(C)C